OCC(O)CO Sn-Glycerol